C(CCCCCC(=O)O)(=O)O.CC(CCO)CCO 3-methyl-1,5-pentanediol pimelate